(S)-N-(2-((6-oxo-5-(trifluoromethyl)-1,6-dihydropyridazin-4-yl)amino)propoxy)-N-(2-(4-(5-(trifluoromethyl)pyrimidin-2-yl)piperazin-1-yl)ethyl)acetamide O=C1C(=C(C=NN1)N[C@H](CON(C(C)=O)CCN1CCN(CC1)C1=NC=C(C=N1)C(F)(F)F)C)C(F)(F)F